[SiH3]C(=O)C Sila-Aceton